6-[(trifluoromethyl)sulfhydryl]pyridine-3-amine FC(F)(F)SC1=CC=C(C=N1)N